4-(4-Bromo-3-hydroxy-6-trifluoromethyl-pyridin-2-yl)-4-oxo-butyric acid ethyl ester C(C)OC(CCC(=O)C1=NC(=CC(=C1O)Br)C(F)(F)F)=O